C1(CC1)[C@H](C1=CC(=CC=C1)OC)C1N(C(C2=CC=C(C=C12)C(=O)N)=O)C1C(NC(CC1)=O)=O ((R)-cyclopropyl(3-methoxyphenyl)methyl)-2-(2,6-dioxopiperidin-3-yl)-1-oxoisoindoline-5-carboxamide